FC=1C=C(C(=C(C1)NC1=CC(=CC(=C1)C)F)C)N 5-fluoro-N1-(3-fluoro-5-methylphenyl)-2-methylbenzene-1,3-diamine